2-(((tetrahydro-2H-pyran-2-yl)oxy)methyl)cyclopropylamine O1C(CCCC1)OCC1C(C1)N